ethyl 2-(2-((5-bromo-7-(((tert-butoxycarbonyl)(2,2,2-trifluoroethyl)amino)methyl) benzofuran-3-yl)methoxy)phenyl)acetate BrC=1C=C(C2=C(C(=CO2)COC2=C(C=CC=C2)CC(=O)OCC)C1)CN(CC(F)(F)F)C(=O)OC(C)(C)C